N-((S)-1-(3-(((E)-5-fluoro-2-methoxybenzylidene)amino)-5-((E)-1-(isopropoxyimino)ethyl)-2,6-dioxo-3,6-dihydropyrimidin-1(2H)-yl)-3-methylbutan-2-yl)isobutyramide FC=1C=CC(=C(\C=N\N2C(N(C(C(=C2)/C(/C)=N/OC(C)C)=O)C[C@H](C(C)C)NC(C(C)C)=O)=O)C1)OC